4-fluoro-3-methoxyisoquinoline FC1=C(N=CC2=CC=CC=C12)OC